(2,3-distearoyl-propyl)-trimethylamine C(CCCCCCCCCCCCCCCCC)(=O)C(CCN(C)C)CC(CCCCCCCCCCCCCCCCC)=O